CC(CC=CC1(CC=CCC1)C=O)C (4-methyl-pentenyl)-3-cyclohexene-carbaldehyde